2-(4-(bromomethyl)phenyl)oxirane BrCC1=CC=C(C=C1)C1OC1